O=C1NC(CCC1C=1C=C(C(=NC1)N1CCC(CC1)C(=O)N1CCC(CC1)(C(=O)OC(C)(C)C)C)C)=O Tert-butyl 1-(1-(5-(2,6-dioxopiperidin-3-yl)-3-methylpyridin-2-yl)piperidine-4-carbonyl)-4-methylpiperidine-4-carboxylate